FC1=CC=C(OC2=CC=C(C(=O)NCC(=O)N3C4CC4CC3C(=O)N)C=C2)C=C1 2-((4-(4-fluorophenoxy)benzoyl)glycyl)-2-azabicyclo[3.1.0]hexane-3-carboxamide